(3E)-1-chloro-14,14-dipentyloxy-3-tetradecene ClCC\C=C\CCCCCCCCCC(OCCCCC)OCCCCC